3-methyl-5-[(1-methylcyclopropyl)sulfamoyl]benzofuran-2-carboxylic acid ethyl ester C(C)OC(=O)C=1OC2=C(C1C)C=C(C=C2)S(NC2(CC2)C)(=O)=O